tert-butyl (6-(pyridin-4-yl)pyrrolo[1,2-c]pyrimidin-3-yl)carbamate N1=CC=C(C=C1)C=1C=C2N(C=NC(=C2)NC(OC(C)(C)C)=O)C1